3-[3-(4-chloroanilino)pyrazin-2-yl]-4H-1,2,4-oxadiazol-5-one ClC1=CC=C(NC=2C(=NC=CN2)C2=NOC(N2)=O)C=C1